1,3-dihydroxypropan-2-yl-13-methyltetradecanoic acid OCC(CO)C(C(=O)O)CCCCCCCCCCC(C)C